NC1=CC(=C(OC=2C=CC(N(C2)CC2=CC=CC=C2)=O)C(=C1)Cl)Cl 5-(4-amino-2,6-dichlorophenoxy)-1-benzylpyridin-2(1H)-one